BrC1=CC(=C(C=2C=COC21)OCOC)C=O 7-bromo-4-(methoxymethoxy)benzofuran-5-carbaldehyde